2-(((2-(dimethylamino)ethyl)amino)methylene)-5-(2-hydroxyphenyl)cyclohexane-1,3-dione CN(CCNC=C1C(CC(CC1=O)C1=C(C=CC=C1)O)=O)C